P(O)(=O)N.N[C@H](C(=O)O)CCC(=O)N[C@@H](CS)C(=O)NCC(=O)O glutathion phosphonamidate